4-(1,2-epoxybutyl)-4'-(dimethylcarbamoyl)biphenyl C1(C(CC)O1)C1=CC=C(C=C1)C1=CC=C(C=C1)C(N(C)C)=O